CC1(CCC(CC1)[C@@H](C(=O)NC1=CC=C(C=C1)C1=C(C=NC=C1C)C)NC(=O)C1=CC=NN1C)C (S)-N-(1-(4,4-Dimethylcyclohexyl)-2-((4-(3,5-dimethylpyridin-4-yl)phenyl)amino)-2-oxoethyl)-1-methyl-1H-pyrazole-5-carboxamide